1-((4-((4-Cyclopropylnaphthalen-1-yl)amino)quinazolin-2-yl)thio)cyclobutane-1-carboxylic acid ethyl ester C(C)OC(=O)C1(CCC1)SC1=NC2=CC=CC=C2C(=N1)NC1=CC=C(C2=CC=CC=C12)C1CC1